N-methyl-4-(2-((4-(methylsulfonyl)-3-(trifluoromethyl)phenyl)amino)thiazol-4-yl)benzenesulfonamide CNS(=O)(=O)C1=CC=C(C=C1)C=1N=C(SC1)NC1=CC(=C(C=C1)S(=O)(=O)C)C(F)(F)F